C(C)[C@@H]1N(C[C@H](N(C1)C(C)C1=C(C=C(C=C1)OC)F)CC)C=1C=2C(N(C(C1)=O)C)=CN(N2)CC#N 2-(7-((2S,5R)-2,5-diethyl-4-(1-(2-fluoro-4-methoxyphenyl)ethyl)piperazin-1-yl)-4-methyl-5-oxo-4,5-dihydro-2H-pyrazolo[4,3-b]pyridin-2-yl)acetonitrile